2-bromo-3,3,4,4,4-pentafluoro-1-butene BrC(=C)C(C(F)(F)F)(F)F